C(C)(C)(CC(C)(C)C)N=P(N(C)C)(N(C)C)N(C)C T-octylimino-tris(dimethylamino)phosphorane